C(C1=CC=CC=C1)NC(C1=CC=C(C=C1)C=1OC(=CC1)C=1N([C@@H]([C@H](N1)C1=CC=CC=C1)C1=CC=CC=C1)S(=O)(=O)C1=CC=C(C)C=C1)=O N-benzyl-4-(5-((4R,5R)-4,5-diphenyl-1-tosylimidazolin-2-yl)furan-2-yl)benzamide